C(C)(C)(C)OC(=O)C1C[C@H]2[C@@H]3CCC[C@@]3(N)CC[C@@H]2[C@]2(CCC(C=C12)=O)C 6-tert-butyloxycarbonyl-azaandrost-4-en-3-one